C(C)(=O)N[C@H]1C(O)O[C@@H]([C@@H]([C@@H]1O)O)CO anti-N-acetyl-galactosamine